6-(2,7-dimethyl-2H-indazol-5-yl)-2-(piperidin-4-yl)quinoline CN1N=C2C(=CC(=CC2=C1)C=1C=C2C=CC(=NC2=CC1)C1CCNCC1)C